6-[2-(4,7-Diazaspiro[2.5]oct-7-yl)-4-fluoro-1,3-benzothiazol-6-yl]-2,8-dimethylimidazo[1,2-b]pyridazin C1CC12NCCN(C2)C=2SC1=C(N2)C(=CC(=C1)C=1C=C(C=2N(N1)C=C(N2)C)C)F